2-[6-amino-5-[8-[2-[3-(2,6-dimethylmorpholin-4-yl)prop-1-ynyl]-4-pyridinyl]-3,8-diazabicyclo[3.2.1]oct-3-yl]pyridazin-3-yl]phenol NC1=C(C=C(N=N1)C1=C(C=CC=C1)O)N1CC2CCC(C1)N2C2=CC(=NC=C2)C#CCN2CC(OC(C2)C)C